N-(1-amino-2-methyl-1-oxopropan-2-yl)-6-(2-aminobenzo[d]oxazol-5-yl)imidazo[1,2-a]pyridine-3-carboxamide NC(C(C)(C)NC(=O)C1=CN=C2N1C=C(C=C2)C=2C=CC1=C(N=C(O1)N)C2)=O